1-((4-bromophenyl)sulfonyl)-4-ethylpiperazine BrC1=CC=C(C=C1)S(=O)(=O)N1CCN(CC1)CC